5-thioxopyrrolidin-2-one S=C1CCC(N1)=O